C(C)(=O)NCC#CC=1C=C(C=CC1)NC=1C(=NC(=C(N1)NC1CCOCC1)CC)C(=O)N 3-((3-(3-acetamidoprop-1-yn-1-yl)phenyl)amino)-6-ethyl-5-((tetrahydro-2H-pyran-4-yl)amino)pyrazine-2-carboxamide